C(C)OC(=O)C1=NN(C2=C(C(=CC=C12)S)Cl)C(=O)OC(C)(C)C 7-chloro-6-mercapto-1H-indazole-1,3-dicarboxylic acid 1-tert-butyl 3-ethyl ester